C1CC2C(C1)C3=C2C=CC4=C3C=CC5=CC=CC=C54 1,2-cyclopentanophenanthrene